RAC-1-[(4-{4-[(3R)-2,6-DIOXOPIPERIDIN-3-YL]PHENYL}PIPERAZIN-1-YL)METHYL]-6-{1-[6-(2-HYDROXYPHENYL)PYRIDAZIN-4-YL]-4-PHENYLPIPERIDINE-4-CARBONYL}-6-AZASPIRO[2.5]OCTANE-1-CARBONITRILE O=C1NC(CC[C@@H]1C1=CC=C(C=C1)N1CCN(CC1)C[C@]1(CC12CCN(CC2)C(=O)C2(CCN(CC2)C2=CN=NC(=C2)C2=C(C=CC=C2)O)C2=CC=CC=C2)C#N)=O |&1:20|